C1(=C(C=CC=C1)C1=C(C(=C2C(C=3C(S2)=C(C(=C(C3[2H])[2H])B3OC(C(O3)(C)C)(C)C)[2H])=C1[2H])[2H])[2H])C1=CC=CC=C1 2-(8-([1,1'-biphenyl]-2-yl)dibenzo[b,d]thiophen-3-yl-1,2,4,6,7,9-d6)-4,4,5,5-tetramethyl-1,3,2-dioxaborolane